1-(4-(4-(5-(2-chloro-6-fluorophenyl)-4,5-dihydroisoxazol-3-yl)thiazol-2-yl)piperidin-1-yl)-2-((4,6-dimethoxy-1,3,5-triazin-2-yl)oxy)ethan-1-one ClC1=C(C(=CC=C1)F)C1CC(=NO1)C=1N=C(SC1)C1CCN(CC1)C(COC1=NC(=NC(=N1)OC)OC)=O